4-(cyclopentylamino)-N'-(2-ethyl-4-hydroxy-phenyl)-6-(1H-pyrazol-4-yl)pyrrolo[1,2-b]-pyridazine-3-carboxamidine C1(CCCC1)NC=1C=2N(N=CC1C(=NC1=C(C=C(C=C1)O)CC)N)C=C(C2)C=2C=NNC2